(4-((1-benzyl-6-oxo-1,6-dihydropyridin-3-yl)oxy)-3,5-dichlorophenyl)-5-oxo-4,5-dihydro-1,2,4-oxadiazole-3-carboxamide C(C1=CC=CC=C1)N1C=C(C=CC1=O)OC1=C(C=C(C=C1Cl)N1C(=NOC1=O)C(=O)N)Cl